2-phenyl-6,7-difluoroquinoline-4-carboxylic acid methyl ester COC(=O)C1=CC(=NC2=CC(=C(C=C12)F)F)C1=CC=CC=C1